The molecule is a citrate salt obtained by combining equimolar amounts of tofacitinib and citric acid. Used to treat moderately to severely active Rheumatoid Arthritis. It has a role as an EC 2.7.10.2 (non-specific protein-tyrosine kinase) inhibitor and an antirheumatic drug. It contains a tofacitinib. C[C@@H]1CCN(C[C@@H]1N(C)C2=NC=NC3=C2C=CN3)C(=O)CC#N.C(C(=O)O)C(CC(=O)O)(C(=O)O)O